17-(cyclopropylmethyl)-4,14-dihydroxy-6-oxomorphinan-3-carboxamide C1(CC1)CN1[C@H]2[C@@]3(CCC(C[C@@]3(C=3C(=C(C=CC3C2)C(=O)N)O)CC1)=O)O